tert-butyl ((3R)-3-((tert-butoxycarbonyl)amino)-2-cyanobutyl)(isopropyl)carbamate C(C)(C)(C)OC(=O)N[C@@H](C(CN(C(OC(C)(C)C)=O)C(C)C)C#N)C